F[C@H]1C(NC(C[C@H]1OC1=CC=C(N=N1)C1=C(C=C(C=N1)C1=CC(N(C=N1)C)=O)O)(C)C)(C)C 6-[6-(6-{[(3S,4R)-3-fluoro-2,2,6,6-tetramethylpiperidin-4-yl]oxy}pyridazin-3-yl)-5-hydroxypyridin-3-yl]-3-methylpyrimidin-4(3H)-one